CS(=O)(=O)OC Methyl methanesulfonate